1-(1-ethyl-4-piperidyl)-3-(2-fluoro-6-methyl-phenyl)-4H-pyrido[4,3-d]pyrimidin-2-one C(C)N1CCC(CC1)N1C(N(CC2=C1C=CN=C2)C2=C(C=CC=C2C)F)=O